(3-triethoxysilylpropyl)-1,3-propanediamine C(C)O[Si](CCCC(CCN)N)(OCC)OCC